(E)-N-(2-butoxyphenyl)-3-(3,5-difluoro-4-methoxyphenyl)acrylamide C(CCC)OC1=C(C=CC=C1)NC(\C=C\C1=CC(=C(C(=C1)F)OC)F)=O